C(C)(C)(C)OC(NC1=CC(=CC=C1)C#CCN1C(N(C(C=2N(C(=NC12)S(=O)(=O)CC1CC1)C)=O)C)=O)=O (3-(3-(8-((cyclopropylmethyl)sulfonyl)-1,7-dimethyl-2,6-dioxo-1,2,6,7-tetrahydro-3H-purin-3-yl)prop-1-yn-1-yl)phenyl)carbamic acid tert-butyl ester